C(C=C)(=O)[O-].[Na+] natrium acrylat